(R)-5-(10-ethyl-l-1-oxo-1,2,4,4a,5,6,11,14-octahydro-3H,12H-pyrazino[1',2':5,6][1,5]oxazocino[2,3-b][1,5]naphthyridin-3-yl)-N-methylpicolinamide C(C)C=1CNC=2C=C3C(=NC2C1)OCC[C@H]1N(C3)C(CN(C1)C=1C=CC(=NC1)C(=O)NC)=O